C(N(CC(=O)[O-])CC(=O)[O-])CN(CC(=O)[O-])CC(=O)[O-] Edetat